(E)-2-(2-amino-3-(1H-indol-3-yl)propanamido)ethyl (4-(3,5-dimethoxystyryl) phenyl) carbonate Hydrochloride Cl.C(OCCNC(C(CC1=CNC2=CC=CC=C12)N)=O)(OC1=CC=C(C=C1)C=CC1=CC(=CC(=C1)OC)OC)=O